3-(7-amino-6-(2-methylnaphthalen-1-yl)pyrazolo[1,5-a]pyrimidin-3-yl)-1,2,4-oxadiazol-5(4H)-one NC1=C(C=NC=2N1N=CC2C2=NOC(N2)=O)C2=C(C=CC1=CC=CC=C21)C